(S)-2-((((S)-2-(3-chlorophenyl)-2,2-difluoro-1-phenylethoxy)carbonyl)amino)-3-cyclohexylpropionic acid methyl ester COC([C@H](CC1CCCCC1)NC(=O)O[C@H](C(F)(F)C1=CC(=CC=C1)Cl)C1=CC=CC=C1)=O